Sodium [3-13C]Pyruvate C(C(=O)[13CH3])(=O)[O-].[Na+]